1-(2-butyloctyl) 7-(2-((4-(dimethylamino) butanoyl) oxy)-3-((7-(heptadecan-9-yloxy)-7-oxoheptanoyl) oxy) propyl) pimelate C(CCCCCC(=O)OCC(COC(CCCCCC(=O)OC(CCCCCCCC)CCCCCCCC)=O)OC(CCCN(C)C)=O)(=O)OCC(CCCCCC)CCCC